5-(5-chloro-1-methyl-1H-pyrazol-4-yl)-4'-cyclopropyl-N-(2,4-dimethoxybenzyl)-6'-methoxy-[2,5'-bipyrimidin]-4-amine ClC1=C(C=NN1C)C=1C(=NC(=NC1)C=1C(=NC=NC1OC)C1CC1)NCC1=C(C=C(C=C1)OC)OC